1,3,4,6-tetrathiane S1CSSCS1